C(=O)O.C(C1=CC=CC=C1)(=O)O benzoic acid, formate salt